C(C=CC=CCC=CCC)(=O)OCC 2,4,7-Decatrienoic acid, ethyl ester